2-chloro-6-methyl-9-(tetrahydro-2H-pyran-4-yl)-9H-imidazo[2,1-f]purine ClC=1N=CC=2N3C(N(C2N1)C1CCOCC1)=NC=C3C